N-(2-(4-bromo-2-fluorophenyl)propan-2-yl)-5-(hydroxymethyl)morpholine-2-carboxamide BrC1=CC(=C(C=C1)C(C)(C)NC(=O)C1CNC(CO1)CO)F